(2R,4S)-9-(1-{(2S)-2-amino-3-[(2-amino-2-oxoethyl)amino]-2-methyl-3-oxopropyl}azetidin-3-yl)oxy-5,5-dihydroxy-6-oxa-5-boranuidatricyclo[5.4.0.02,4]undeca-1(7),8,10-triene-8-carboxylate N[C@@](CN1CC(C1)OC1=C(C=2O[B-]([C@H]3C[C@H]3C2C=C1)(O)O)C(=O)[O-])(C(=O)NCC(=O)N)C